(3R)-3-amino-5-[(4-chlorophenyl)methyl]-8-fluoro-7-[5-(4-methylpiperazin-1-yl)-1,3,4-oxadiazol-2-yl]-1,1-dioxo-2,3-dihydro-1λ6,5-Benzothiazepine-4-one N[C@H]1CS(C2=C(N(C1=O)CC1=CC=C(C=C1)Cl)C=C(C(=C2)F)C=2OC(=NN2)N2CCN(CC2)C)(=O)=O